methyl-[2,3'-bipyridine]-2'-Carboxylic acid methyl ester COC(=O)C1=NC=CC=C1C1=NC=CC=C1C